3-(5-(1H-tetrazol-5-yl)pyridin-3-yl)-4-hydroxyphenyl octylcarbamate C(CCCCCCC)NC(OC1=CC(=C(C=C1)O)C=1C=NC=C(C1)C1=NN=NN1)=O